Methyl-({5-(6-fluoropyridin-3-yl)-1-[3-(methylsulfanyl)pyridin-2-yl]-1H-pyrazol-3-yl}oxy)(methoxy)-acetat COC(C(OC)OC1=NN(C(=C1)C=1C=NC(=CC1)F)C1=NC=CC=C1SC)=O